N1(N=NC=C1)C[C@H]1N(C[C@@H](C1)NC(=O)C=1OC(=NN1)C1=C(C=CC(=C1)OC(F)(F)F)Cl)C(=O)OC(C)(C)C tert-butyl (2S,4R)-2-((1H-1,2,3-triazol-1-yl)methyl)-4-(5-(2-chloro-5-(trifluoromethoxy)phenyl)-1,3,4-oxadiazole-2-carboxamido)pyrrolidine-1-carboxylate